benzyl (R)-2-(2-((tert-butoxycarbonyl)amino)-3-(pyridin-2-yl)propoxy)-1-naphthoate C(C)(C)(C)OC(=O)N[C@@H](COC1=C(C2=CC=CC=C2C=C1)C(=O)OCC1=CC=CC=C1)CC1=NC=CC=C1